C1(C=CC2=CC=C(C=C12)N)N 1H-indene-1,6-diamine